1-(4-benzyl-3-oxo-3,4-dihydro-2H-benzo[b][1,4]thiazin-6-yl)-3-(2-oxo-1,2,3,4-tetrahydro-quinolin-7-yl)urea C(C1=CC=CC=C1)N1C2=C(SCC1=O)C=CC(=C2)NC(=O)NC2=CC=C1CCC(NC1=C2)=O